ClC1=CC(=C(C=C1)C1=C(N(N=N1)CC)C(=O)OC)F methyl 5-(4-chloro-2-fluoro-phenyl)-3-ethyl-triazole-4-carboxylate